7-[[5-chloro-2-[(3s,5r)-3,5-dimethyl-1-piperidinyl]pyrimidin-4-yl]amino]-4-methyl-1H-quinoxaline-2,3-dione ClC=1C(=NC(=NC1)N1C[C@H](C[C@H](C1)C)C)NC1=CC=C2N(C(C(NC2=C1)=O)=O)C